FC1(CC(C1)NC1=NC=C(C(=N1)N1C=NC(=C1)C(=O)OC)C)F methyl 1-(2-((3,3-difluorocyclobutyl)amino)-5-methylpyrimidin-4-yl)-1H-imidazole-4-carboxylate